O1C=CC2=C1C=C(C=C2)S(=O)(=O)N2CC1(CCC1)CC2C 6-(benzofuran-6-ylsulfonyl)-7-methyl-6-azaspiro[3.4]octane